CC=1C=C(C=C2C=NNC12)CCC(=O)O 3-(7-methyl-1H-indazol-5-yl)propanoic acid